5-(4-fluoro-1H-pyrazol-1-yl)-2-(6-(((1R,2R,3S,5R)-2-fluoro-8-azabicyclo[3.2.1]oct-6-en-3-yl)oxy)-1,2,4-triazin-3-yl)phenol FC=1C=NN(C1)C=1C=CC(=C(C1)O)C=1N=NC(=CN1)O[C@@H]1[C@@H]([C@H]2C=C[C@@H](C1)N2)F